BrC1=CC=C(OC(C(=O)NC2=CC(=CC=C2)C2=CSC(=C2)C(N)=N)(C)C)C=C1 2-(4-bromophenoxy)-N-(3-(5-carbamimidoylthiophen-3-yl)phenyl)-2-methylpropanamide